FC=1C=CC(=NC1)C1=NN2C(CO[C@](C2)(C(F)(F)F)C)=C1C1=CC=2N(C=C1)N=CC2 (R)-2-(5-Fluoropyridin-2-yl)-6-methyl-3-(pyrazolo[1,5-a]pyridin-5-yl)-6-(trifluoromethyl)-6,7-dihydro-4H-pyrazolo[5,1-c][1,4]oxazine